Methyl-(S,E)-(1-((1-((5-fluoro-7-isobutyl-1H-indol-2-yl)methyl)-2-oxo-1,2-dihydropyridin-3-yl)amino)-1,7-dioxo-7-(pyrrolidin-1-yl)hept-5-en-2-yl)carbamat COC(N[C@H](C(=O)NC=1C(N(C=CC1)CC=1NC2=C(C=C(C=C2C1)F)CC(C)C)=O)CC\C=C\C(N1CCCC1)=O)=O